COC1=C2C=CC(OC2=CC=C1C(=O)O)(C)C 5-Methoxy-2,2-dimethyl-2H-chromene-6-carboxylic acid